1,1,1,3,3,3-hexafluoropropan-2-yl 1-(2-(4-(tert-butoxycarbonyl) piperazin-1-yl)-4-chlorobenzyl)-1,8-diazaspiro[4.5]decane-8-carboxylate C(C)(C)(C)OC(=O)N1CCN(CC1)C1=C(CN2CCCC23CCN(CC3)C(=O)OC(C(F)(F)F)C(F)(F)F)C=CC(=C1)Cl